C(=O)(C1=CC(=C(C(=O)[O-])C=C1)C)C1=CC(=C(C(=O)[O-])C=C1)C 4,4'-carbonyldi(methyl benzoate)